N-(4-methoxybenzo[d]isoxazol-3-yl)-4-methyl-quinoline-8-sulfonamide COC1=CC=CC2=C1C(=NO2)NS(=O)(=O)C=2C=CC=C1C(=CC=NC21)C